F[C@H]1[C@H]([C@H](NC1=O)COC1=NC=CC2=CC(=C(C=C12)OC)C(=O)NC)C 1-{[(2s,3s,4s)-4-fluoro-3-methyl-5-oxopyrrolidin-2-yl]methoxy}-7-methoxy-N-methylisoquinoline-6-carboxamide